2-(2,6-difluorophenyl)-N,N-diisopropylacetamidine FC1=C(C(=CC=C1)F)CC(=N)N(C(C)C)C(C)C